1-(6-chloro-3-methylpyrazin-2-yl)ethan-1-ol ClC1=CN=C(C(=N1)C(C)O)C